BrC1=NC=C2C=C(N=C(C2=C1)CN)Cl (7-bromo-3-chloro-2,6-naphthyridin-1-yl)methanamine